C1(=CCCCCCC1)[Rh](C1=CCCCCCC1)Cl dicyclooctenylrhodium chloride